(4S)-7-chloro-6-(3-fluoro-6-methoxy-2-pyridyl)-1,4-dimethyl-8-(trifluoromethyl)-4H-[1,2,4]triazolo[4,3-a][1,4]benzodiazepine ClC1=C(C=CC2=C1C(=N[C@H](C=1N2C(=NN1)C)C)C1=NC(=CC=C1F)OC)C(F)(F)F